CSC=1C2=C(N=CN1)C=CN=C2 4-(methylthio)pyrido[4,3-d]Pyrimidine